(4-methoxyphenyl)-biphenyldiamine COC1=CC=C(C=C1)C1=C(C(=C(C=C1)C1=CC=CC=C1)N)N